C(C)(C)(C)C1=C(C(=NO1)C(=O)O)F 5-(tert-butyl)-4-fluoroisoxazole-3-carboxylic acid